C1(CC1)OC1=C(C=C(C=C1)N1CCN(CC1)C1CC1)[N+](=O)[O-] (4-cyclopropyloxy-3-nitrophenyl)-4-cyclopropylpiperazine